C(OC1=C(C=CC=C1)C(=O)C(O)C1=CC(=CC(=C1)OC)OC)([O-])=O 3',5'-dimethoxybenzoinyl carbonate